FC1=C(OC=2C=CC(=NC2)NC(C(C)N2CC(N(CC2)C(=O)C2=CNC(C=C2)=O)(C)C)=O)C=CC(=C1)F N-(5-(2,4-difluorophenoxy)pyridin-2-yl)-2-(3,3-dimethyl-4-(6-oxo-1,6-dihydropyridine-3-carbonyl)piperazin-1-yl)propanamide